C(C1=CC=CC=C1)N(C(C)=O)C(=C)C1=CC=C(C=C1)Br N-benZyl-N-(1-(4-bromophenyl)vinyl)acetamide